(S)-2-amino-4-((1-hydroxypentan-2-yl)amino)-6-(2-methoxy-4-((methylamino)methyl)benzyl)pyrido[4,3-d]pyrimidin-5(6H)-one NC=1N=C(C2=C(N1)C=CN(C2=O)CC2=C(C=C(C=C2)CNC)OC)N[C@H](CO)CCC